NC(C)(C1CC1)C1=NN(C2=CN=CC=C21)C2CN(C2)CC 3-(1-amino-1-cyclopropylethyl)-1-(1-ethylazetidin-3-yl)-1H-pyrazolo[3,4-c]pyridine